ammonio-ethyl-amide [NH3+][N-]CC